3-benzyl 8-tert-butyl 1-(hydroxymethyl)-3,8-diazabicyclo[3.2.1]octane-3,8-dicarboxylate OCC12CN(CC(CC1)N2C(=O)OC(C)(C)C)C(=O)OCC2=CC=CC=C2